ClC=1N=C(C2=C(N1)N=CC=C2)N2CC=1C=C(C=NC1CC2)C=2C(=NN(C2)C)C 2-chloro-4-[3-(1,3-dimethylpyrazol-4-yl)-7,8-dihydro-5H-1,6-naphthyridin-6-yl]pyrido[2,3-d]pyrimidine